2-{8-chloro-1,1,3-trioxo-4H-1lambda6-pyrido[4,3-e][1,2,4]thiadiazin-2-yl}-N-[(1S)-1-(4-cyano-2-fluorophenyl)ethyl]acetamide ClC1=NC=CC=2NC(N(S(C21)(=O)=O)CC(=O)N[C@@H](C)C2=C(C=C(C=C2)C#N)F)=O